CN1CCN(CC1)CCN 2-(4-methyl-piperazin-1-yl)ethylamine